azodiisoheptyl cyanide N(=NC(CCCC(C)C)C#N)C(CCCC(C)C)C#N